CC(C)(C)OC(=O)N1CCNC(C1)C2=CC=CC=C2 N-1-Boc-3-phenylpiperazine